O1CN=CC(C=NC=CN=CC=C1)=O oxa[3,7,10]triazacyclotridecin-5(1H)-one